Henicosyl (2S)-2-(((((2R,3S,5R)-5-(6-amino-2-fluoro-9H-purin-9-yl)-2-ethynyl-3-hydroxytetra-hydrofuran-2-yl)methoxy)-(phenoxy)phosphoryl)-amino)-3-(3,5-difluoro-phenyl)propanoate NC1=C2N=CN(C2=NC(=N1)F)[C@H]1C[C@@H]([C@@](O1)(C#C)COP(=O)(OC1=CC=CC=C1)N[C@H](C(=O)OCCCCCCCCCCCCCCCCCCCCC)CC1=CC(=CC(=C1)F)F)O